[Cl-].[Cl-].C[Hf](C1C=C(C=C1)C[Si](C)(C)C)(C1C=CC2=CC=3CCCC3C=C12)(=[SiH2])(=[SiH2])(C)(C)C Tetramethyldisilylene(1,5,6,7-tetrahydro-s-indacenyl)(3-(trimethylsilyl)methyl-cyclopentadienyl)hafnium dichloride